butyl 4-[[1-(4-nitrophenyl)piperidin-4-yl]methyl]piperazine-1-carboxylate [N+](=O)([O-])C1=CC=C(C=C1)N1CCC(CC1)CN1CCN(CC1)C(=O)OCCCC